diketene carbon [C].C=C=O.C=C=O